C(C)(C)(C)[C@@H]1CC=2C=C3C(=NC2CC1)SC(=N3)C(=O)N[C@H](CCN3CCC(CC3)O)C3=CC(=CC=C3)C(=O)N3CC(C3)(C)O (7S)-7-tert-butyl-N-[(1R)-1-[3-(3-hydroxy-3-methyl-azetidine-1-carbonyl)phenyl]-3-(4-hydroxy-1-piperidyl)propyl]-5,6,7,8-tetrahydrothiazolo[5,4-b]quinoline-2-carboxamide